C(C)(=O)C1=C(N(C(=C1)I)C1=CC(=C(C#N)C=C1)F)C 4-(3-acetyl-5-iodo-2-methyl-1H-pyrrol-1-yl)-2-fluorobenzonitrile